N-(3-(3,3-difluoropyrrolidin-1-yl)-5-((S)-pyrrolidin-3-yl)phenyl)-4-((S)-3-phenyl-Isooxazolidin-2-yl)-5-(trifluoromethyl)pyrimidin-2-amine FC1(CN(CC1)C=1C=C(C=C(C1)[C@H]1CNCC1)NC1=NC=C(C(=N1)N1OCC[C@H]1C1=CC=CC=C1)C(F)(F)F)F